C(CCC)C1C(=NN(C1(C(=O)NCCOC)C)C1=CC=CC=C1)C1=C(C=C(C=C1)Cl)F 4-butyl-3-(4-chloro-2-fluorophenyl)-N-(2-methoxyethyl)-5-methyl-1-phenyl-4,5-dihydro-1H-pyrazole-5-carboxamide